N-tert-butyl-1,1-dimethyl-1-(2,4,5-trimethyl-6H-cyclopenta[b]thiophen-6-yl)silanamine C(C)(C)(C)N[Si](C1C(=C(C2=C1SC(=C2)C)C)C)(C)C